C(C)OC(=O)C=1N=C(NC1C(=O)OCC)CCC 2-propyl-4,5-imidazoledicarboxylic acid diethyl ester